C(C)(C)(C)OC(=O)N1C(C(C(CC1)(F)F)(N[S@@](=O)C(C)(C)C)CCO)CO[C@@H]1CC[C@@H](CC1)C1=CC=CC=C1 4,4-difluoro-3-(2-hydroxyethyl)-3-{[(S)-2-methylpropane-2-sulfinyl]amino}-2-({[(cis)-4-phenylcyclohexyl]oxy}methyl)piperidine-1-carboxylic acid tert-butyl ester